5,7-dihydrospiro[cyclopenta[b]pyridine-6,3'-pyrrolo[2,3-b]pyridin]-2'(1'H)-one N1C(C2(C=3C1=NC=CC3)CC=3C(=NC=CC3)C2)=O